2-(4-(1-methyl-1H-imidazol-5-yl)piperidin-1-yl)-3-(pyridin-3-yl)benzonitrile CN1C=NC=C1C1CCN(CC1)C1=C(C#N)C=CC=C1C=1C=NC=CC1